C(C)(C)(C)OC(=O)N1C[C@]2(CCN3N=C(C=C32)C3=NC(=C(N=C3)N(C(=O)OC(C)(C)C)C(=O)OC(C)(C)C)C(F)(F)F)CC1.N(C(=O)OCC)CCCCCCNC(=O)OCC hexamethylenediurethane tert-butyl-(3R)-2'-{5-[bis(tert-butoxycarbonyl)amino]-6-(trifluoromethyl)pyrazin-2-yl}-5',6'-dihydrospiro[pyrrolidine-3,4'-pyrrolo[1,2-b]pyrazole]-1-carboxylate